COC=1C=C(C=CC1C)NC(=O)C1CCC(CC1)N1C(NC2=C1C=CC=C2C(=O)N2CCOCC2)=O N-(3-methoxy-4-methylphenyl)-4-[4-(morpholine-4-carbonyl)-2-oxo-2,3-dihydro-1H-1,3-benzodiazol-1-yl]cyclohexane-1-carboxamide